N-(2-chloro-3-((3,5-dimethyl-4-oxo-3,4-dihydroquinazolin-6-yl)amino)-4-fluorophenyl)azetidine-1-sulfonamide trifluoroacetate FC(C(=O)O)(F)F.ClC1=C(C=CC(=C1NC=1C(=C2C(N(C=NC2=CC1)C)=O)C)F)NS(=O)(=O)N1CCC1